1-cyclohexene-1-propionate C1(=CCCCC1)CCC(=O)[O-]